C(C)(C)(C)OC(=O)N1[C@@H](CN(CC1)C1=NC=CC(=C1)C=1C(=C(C=CC1)C1=CC(=C(C=C1)N1C(CCC1)=O)F)OC)C (R)-4-(4-(3'-fluoro-2-methoxy-4'-(2-oxopyrrolidin-1-yl)-[1,1'-biphenyl]-3-yl)pyridin-2-yl)-2-methylpiperazine-1-carboxylic acid tert-butyl ester